3-{4-[(2-cyclopropylethyl)[(1s,4s)-4-(pyridin-2-ylamino)cyclohexyl]amino]-1-oxo-3H-isoindol-2-yl}piperidine-2,6-dione C1(CC1)CCN(C1=C2CN(C(C2=CC=C1)=O)C1C(NC(CC1)=O)=O)C1CCC(CC1)NC1=NC=CC=C1